2-(((1S,4S)-5'-(4-fluorophenyl)-9'-hydroxy-4',4'-dimethyl-4',5'-dihydro-3'H-spiro[cyclohexane-1,1'-pyrano[4,3-b]indol]-4-yl)oxy)acetic acid FC1=CC=C(C=C1)N1C2=C(C=3C(=CC=CC13)O)C1(OCC2(C)C)CCC(CC1)OCC(=O)O